ClC1=C(C[P+](C2=CC=CC=C2)(C2=CC=CC=C2)C2=CC=CC=C2)C=CC(=C1)Cl (2,4-dichlorobenzyl)triphenylphosphonium